NC1=CC=C(C=C1)N1C(C(=CCC1)N1CCOCC1)=O 1-(4-aminophenyl)-5,6-dihydro-3-(4-morpholinyl)-2(1H)-pyridone